OC=1C=C(C=CC1O)S(=O)(=O)NCCNC=1C=CC=C2C=CC=C(C12)S(=O)(=O)O 8-((2-((3,4-dihydroxyphenyl)sulfonamido)ethyl)amino)naphthalene-sulfonic acid